CC1CC=2C(=NC(=NC2CC1C1=C2C=NN(C2=CC=C1C)C1OCCCC1)SC)O 6-methyl-2-methylsulfanyl-7-(5-methyl-1-tetrahydropyran-2-yl-indazol-4-yl)-5,6,7,8-tetrahydroquinazolin-4-ol